C(C1=CC=CC=C1)(C1=CC=CC=C1)N1CC(N(CC1)C(=O)C=1C=C2CN(C(C2=CC1)=O)C1C(NC(CC1)=O)=O)CF 3-(5-(4-benzhydryl-2-(fluoromethyl)piperazine-1-carbonyl)-1-oxoisoindolin-2-yl)piperidine-2,6-dione